C(C)(C)(C)C1=C(OC2=CC=C(C=C2)C2=CC=NC3=C4N=CC=C(C4=CC=C23)C2=CC=C(C=C2)OC2=C(C=CC=C2C(C)(C)C)C(C)(C)C)C(=CC=C1)C(C)(C)C 4,7-bis(4-(2,6-di-tert-butylphenoxy)phenyl)-1,10-phenanthroline